(s)-5-cyclopropyl-5-(3-(5-(difluoromethyl)-6-fluoroisoindolin-2-yl)-3-oxopropyl)imidazolidine-2,4-dione C1(CC1)[C@]1(C(NC(N1)=O)=O)CCC(=O)N1CC2=CC(=C(C=C2C1)C(F)F)F